C(#N)C1=CC=C(C=C1)C=1N=C2C(=NC1)N=C(S2)NC(=O)C2=CC=1N(C=C2C2=C(C=CC=C2)OC)N=CN1 N-(6-(4-cyanophenyl)thiazolo[4,5-b]pyrazin-2-yl)-6-(2-methoxyphenyl)-[1,2,4]triazolo[1,5-a]pyridine-7-carboxamide